NC(C(C#N)NC1=CC=CC=C1)CC1=CNC2=CC=CC=C12 3-amino-4-(1H-indol-3-yl)-2-(phenyl-amino)butanenitrile